tert-butyl 7-(hydroxy (6-(trifluoromethyl) pyridin-3-yl) methyl)-3,4-dihydroisoquinoline-2(1H)-carboxylate OC(C1=CC=C2CCN(CC2=C1)C(=O)OC(C)(C)C)C=1C=NC(=CC1)C(F)(F)F